C(C)(C)(C)N(C(O)=O)CCCCCCCC(NC=1C=NC(=CC1)C1=NNC(=NN1)C1=NC=CC=C1)=O.OC1=CC=C(C=C1)C1=CC=C(C=C1)O 4,4'-dihydroxyl-biphenyl tert-butyl-(8-oxo-8-((6-(6-(pyridin-2-yl)-1,4-dihydro-1,2,4,5-tetrazin-3-yl)pyridin-3-yl)amino)octyl)carbamate